C1(CCCCC1)N1N=CC(=C1)C=1C=CC=2N(C1)N=CC2C#N 6-(1-cyclohexyl-1H-pyrazol-4-yl)pyrazolo[1,5-a]pyridine-3-carbonitrile